5,6,6-trimethylbicyclo[2.2.1]hept-2-yl-cyclohexanone CC1C2CC(C(C1(C)C)C2)C2C(CCCC2)=O